C(C)NC(COC=1C=NC(=NC1)C1=NC=CC=C1)=O N-ethyl-2-((2-(pyridin-2-yl)pyrimidin-5-yl)oxy)acetamide